C1(=CC=CC=C1)C=1C=C(C=CC1O)C1=CC(=C(C=C1)O)C1=CC=CC=C1 3,3'-diphenyl-biphenyl-4,4'-diol